1,3-dipropylpyrrolidinium fluoride [F-].C(CC)[NH+]1CC(CC1)CCC